ClC1=CC(=CC=2N=C(OC21)C2CCNCC2)C=2C=C(C=1N(N2)C=C(N1)C)C 7-chloro-5-(2,8-dimethylimidazo[1,2-b]pyridazin-6-yl)-2-(4-piperidyl)-1,3-benzoxazole